C1=CC=CC=2C3=CC=CC=C3C(C12)COC(=O)N[C@H]1CN(CC[C@H]1C(=O)OCC)C(=O)OC(C)(C)C 1-(tert-butyl) 4-ethyl (3R,4R)-3-((((9H-fluoren-9-yl)methoxy)carbonyl)amino)piperidine-1,4-dicarboxylate